BrC=1C(=NC(=NC1)N)Cl 5-bromo-4-chloro-pyrimidin-2-amine